(2S)-3-tert-butoxy-2-[[6-[3-[2-[2-[2-[2-[2-[2-[2-[2-(2,4-dinitroanilino)ethoxy]ethoxy]ethoxy]ethoxy]ethoxy]ethoxy]ethoxy]ethylcarbamoyl]phenoxy]pyridine-3-carbonyl]amino]propanoic acid C(C)(C)(C)OC[C@@H](C(=O)O)NC(=O)C=1C=NC(=CC1)OC1=CC(=CC=C1)C(NCCOCCOCCOCCOCCOCCOCCOCCNC1=C(C=C(C=C1)[N+](=O)[O-])[N+](=O)[O-])=O